2-(cyclopropylmethyl)-5-((4-(4-methylpiperidin-1-yl)phenyl)amino)isoindolin-1-one C1(CC1)CN1C(C2=CC=C(C=C2C1)NC1=CC=C(C=C1)N1CCC(CC1)C)=O